C1(CCC1)CNCC=1C=C(C2=C(N=C(O2)C=2C=C(C=C(C2)C2CC2)C2=C(C=C(C=C2)F)C2=NN=CN2C)C1)C(F)(F)F 1-cyclobutyl-N-((2-(5-cyclopropyl-4'-fluoro-2'-(4-methyl-4H-1,2,4-triazol-3-yl)-[1,1'-biphenyl]-3-yl)-7-(trifluoromethyl)benzo[d]oxazol-5-yl)methyl)methylamine